1,3-bis(4-fluorophenyl)-8-methyl-2,4,7-trioxo-1,2,3,4,7,8-hexahydropyrido[2,3-d]pyrimidine-5-yl p-toluenesulfonate CC1=CC=C(C=C1)S(=O)(=O)OC1=CC(N(C=2N(C(N(C(C21)=O)C2=CC=C(C=C2)F)=O)C2=CC=C(C=C2)F)C)=O